(S)-4-amino-N-(6-cyano-2,3-dihydrobenzofuran-3-yl)-7-fluoro-N-methylimidazo[1,5-a]quinoxaline-8-carboxamide NC=1C=2N(C3=CC(=C(C=C3N1)F)C(=O)N(C)[C@@H]1COC3=C1C=CC(=C3)C#N)C=NC2